C(N)(OC1=C(C(=CC(=C1)C)C)OC(N)=O)=O 3,5-dimethyl-1,2-phenylene dicarbamate